lithium-copper-indium [In].[Cu].[Li]